(Z)-3-(4-bromobenzylidene)-5-fluoroindolin-2-one BrC1=CC=C(\C=C\2/C(NC3=CC=C(C=C23)F)=O)C=C1